COC1=C(/C=C/C2OC(C2)(C)C)C=CC=C1 (E)-2-(2-methoxystyryl)-4,4-dimethyloxetane